7-fluoro-1-tetrahydropyran-2-yl-indazol-5-amine FC=1C=C(C=C2C=NN(C12)C1OCCCC1)N